4-([1,4'-bipiperidin]-1'-yl)-3-((4-methoxyphenyl)sulfonyl)-N,N-dimethylquinoline-6-carboxamide N1(CCCCC1)C1CCN(CC1)C1=C(C=NC2=CC=C(C=C12)C(=O)N(C)C)S(=O)(=O)C1=CC=C(C=C1)OC